5-hydroxy-7-methoxy-2-(4-methoxyphenyl)chromen-4-one OC1=C2C(C=C(OC2=CC(=C1)OC)C1=CC=C(C=C1)OC)=O